C(C)(C)(C)OC(=O)C1=CC=C(C=C1)CCC(=O)O 3-(4-(tert-butoxycarbonyl)phenyl)propionic acid